(S)-5-((((3'-chloro-2'-(2-chloro-3-((3-fluoro-4-(((2-hydroxyethyl)amino)methyl)pyridin-2-yl)amino)phenyl)-4-fluoro-6-methoxy-[2,4'-bipyridin]-5-yl)methyl)amino)methyl)pyrrolidin-2-one ClC=1C(=NC=CC1C1=NC(=C(C(=C1)F)CNC[C@@H]1CCC(N1)=O)OC)C1=C(C(=CC=C1)NC1=NC=CC(=C1F)CNCCO)Cl